NCCCCCCCCCCC(=O)NN 11-aminoundecanoic acid, monohydrazide